O1CCN(CC1)C1=C(CN2CCN(CC2)C(=O)N2N=C(C=C2)C(=O)O)C=CC(=C1)C(F)(F)F 1-(4-(2-morpholino-4-(trifluoromethyl)benzyl)piperazine-1-carbonyl)-1H-pyrazole-3-carboxylic acid